(E)-2-(4-methylbenzylidene)-7-methoxy-1-tetralone CC1=CC=C(\C=C/2\C(C3=CC(=CC=C3CC2)OC)=O)C=C1